C(C)(C)C1=CNC2=NC=C(C=C21)C=2C=C1C=CN=CC1=C(C2)[C@H]2NCCC2 (S)-6-(3-isopropyl-1H-pyrrolo[2,3-b]pyridin-5-yl)-8-(pyrrolidine-2-yl)isoquinoline